ClC1=CC=C(C=C1)CN1[C@@H](CN(CC1)C1=C(C(N(C=2C=CC(=NC12)C#N)C)=O)C#N)C 8-[(3R)-4-[(4-Chlorophenyl)methyl]-3-methylpiperazin-1-yl]-5-methyl-6-oxo-5,6-dihydro-1,5-naphthyridin-2,7-dicarbonitril